biphenylyl-[phenyl(biphenylyl)triazinyl]dibenzofuran C1(=C(C=CC=C1)C1=C(C2=C(OC3=C2C=CC=C3)C=C1)C1=NN=NC(=C1C1=C(C=CC=C1)C1=CC=CC=C1)C1=CC=CC=C1)C1=CC=CC=C1